ClC1=C(C=C(C#N)C=C1)C=1NC2=CC(=C(C(=C2C(C1)=O)F)C=1N(C=C(N1)C)COCC[Si](C)(C)C)F 4-chloro-3-(5,7-difluoro-6-(4-methyl-1-((2-(trimethylsilyl)ethoxy)methyl)-1H-imidazol-2-yl)-4-oxo-1,4-dihydroquinolin-2-yl)benzonitrile